OC1(CC1)CN1N=C(C2=C1C(NCC2)=O)C(=O)OCC Ethyl 1-((1-hydroxycyclopropyl)methyl)-7-oxo-4,5,6,7-tetrahydro-1H-pyrazolo[3,4-c]pyridine-3-carboxylate